(1R,5S,6S)-tert-butyl 6-(5-(tert-butylamino)-2-(1-(tetrahydro-2H-pyran-2-yl)-1H-pyrazol-5-yl) thieno[3,2-b]pyridin-7-ylamino)-3-azabicyclo[3.1.0]hexane-3-carboxylate C(C)(C)(C)NC1=CC(=C2C(=N1)C=C(S2)C2=CC=NN2C2OCCCC2)NC2[C@@H]1CN(C[C@H]21)C(=O)OC(C)(C)C